lithium 1-isopropyl-1H-tetrazole-5-carboxylate C(C)(C)N1N=NN=C1C(=O)[O-].[Li+]